CC1=CC=C(N)C=C1 p-methyl-aniline